CC1=CC2=C(N=C3N(C2=S)CCC3)O1 2-methyl-7,8-dihydrofuro[2,3-D]pyrrolo[1,2-a]pyrimidine-4(6H)-thione